4-(1-methoxyethyl)-1-methylcyclohexene COC(C)C1CC=C(CC1)C